3-(3-(difluoromethoxy)phenyl)-7-fluoro-1-isopropyl-N-(3-methyl-1,1-dioxidothietan-3-yl)-1H-indazole-6-carboxamide FC(OC=1C=C(C=CC1)C1=NN(C2=C(C(=CC=C12)C(=O)NC1(CS(C1)(=O)=O)C)F)C(C)C)F